(R*)-3-(2-(3-aminoprop-1-yn-1-yl)benzofuran-4-yl)piperidine-2,6-dione TFA salt OC(=O)C(F)(F)F.NCC#CC=1OC2=C(C1)C(=CC=C2)[C@@H]2C(NC(CC2)=O)=O |o1:20|